FC1(CN(CCO1)C=1C=C(C(=C(C1)N1C(N(C=C1)CC=1C=NN(C1)CC)=O)F)C(F)(F)F)F 1-[5-(2,2-difluoromorpholin-4-yl)-2-fluoro-3-(trifluoromethyl)phenyl]-3-[(1-ethyl-1H-pyrazol-4-yl)methyl]-1,3-dihydro-2H-imidazol-2-one